[3-(4-methoxyphenyl)propyl]methylamine COC1=CC=C(C=C1)CCCNC